C(C)(C)C(C(=O)O)CCCCCCCCCCCC.C(C(C)O)O propylene glycol isopropyl-myristate